CN1N=C(C(=C1O[C@@H](CN(C(OC(C)(C)C)=O)C)C)C=1C=C2C(=CN1)N(N=C2C=C)C2OCCCC2)C tert-butyl N-[(2R)-2-[2,5-dimethyl-4-(1-tetrahydropyran-2-yl-3-vinyl-pyrazolo[3,4-c]pyridin-5-yl)pyrazol-3-yl]oxypropyl]-N-methyl-carbamate